2-(6-(((1S,4S,5S,6S)-6-fluoro-1,4-dimethyl-2-azabicyclo[2.2.2]octan-5-yl)(methyl)amino)pyridazin-3-yl)-5-(1H-imidazol-1-yl)phenol F[C@H]1[C@H]([C@@]2(CN[C@]1(CC2)C)C)N(C2=CC=C(N=N2)C2=C(C=C(C=C2)N2C=NC=C2)O)C